C12(CC(C1)C2)NC(CN2C(C(=CC=C2)NC([C@H](CCC(C(=O)NCC)=O)NC(=O)C=2OC1=C(C2CC)C=CC=C1)=O)=O)=O (S)-N1-(1-(2-(bicyclo[1.1.1]pentan-1-ylamino)-2-oxoethyl)-2-oxo-1,2-dihydropyridin-3-yl)-N6-ethyl-2-(3-ethylbenzofuran-2-carboxamido)-5-oxohexanediamide